(S)-2-aminopropionate hydrochloride Cl.N[C@H](C(=O)O)C